C12CN(CC(N1)C2)C2=CC=C(C(=N2)CC)NC2=NC=C(C(=N2)C2=CC=1S(CCOCC1S2)(=O)=O)C(F)(F)F 7-(2-((6-(3,6-diazabicyclo[3.1.1]heptan-3-yl)-2-ethylpyridin-3-yl)amino)-5-(trifluoromethyl)pyrimidin-4-yl)-2,3-dihydro-5H-thieno[3,2-e][1,4]oxathiepine 1,1-dioxide